N-((2-(6-(7,7-dimethyl-1,4-oxazepan-4-yl)pyridin-2-yl)-1,6-naphthyridin-7-yl)methyl)-4-methyl-3-(methylsulfonyl)benzamide CC1(CCN(CCO1)C1=CC=CC(=N1)C1=NC2=CC(=NC=C2C=C1)CNC(C1=CC(=C(C=C1)C)S(=O)(=O)C)=O)C